tert-butyl (4-((1,3-dioxan-2-yl)methyl)cyclohexyl)carbamate O1C(OCCC1)CC1CCC(CC1)NC(OC(C)(C)C)=O